ClC=1C=C(C=CC1)NCC(=O)N1[C@H]2CC([C@@H]([C@H]1C(=O)N[C@H](C[C@@H]1C(NCC1)=O)\C=C(/S(=O)(=O)C)\F)CC2)(F)F (1R,3S,4R)-2-((3-chlorophenyl)glycyl)-5,5-difluoro-N-((R,Z)-4-fluoro-4-(methylsulfonyl)-1-((R)-2-oxopyrrolidin-3-yl)but-3-en-2-yl)-2-azabicyclo[2.2.2]octane-3-carboxamide